3,3'-difluorobenzidine FC=1C=C(C=CC1N)C1=CC(=C(N)C=C1)F